ClCC1=CC(NC(N1)=O)=O 6-(chloromethyl)uracil